C1(=CC=CC=C1)C1=C(C=2NC3=CC=CC=C3C2C=C1)C1=C(C(=NN=N1)C1=CC=CC=2SC3=C(C21)C=CC=C3)C3=CC=CC=C3 phenylcarbazolyl-(Phenyl)(dibenzothiophenyl)triazine